4-chloro-5,6,7,8-tetrahydro-quinolin-8-ol ClC1=CC=NC=2C(CCCC12)O